C1(=CC=CC=C1)S(=O)(=O)N1CCCCC1 PHENYLSULFONYL-PIPERIDINE